docos-13-en-1-ol C(CCCCCCCCCCCC=CCCCCCCCC)O